3-(6-(3-(4-(3-(4-bromo-3-methylphenoxy)propyl)piperidin-1-yl)propyl)-1-methyl-1H-indazol-3-yl)piperidine-2,6-dione BrC1=C(C=C(OCCCC2CCN(CC2)CCCC2=CC=C3C(=NN(C3=C2)C)C2C(NC(CC2)=O)=O)C=C1)C